2'-((1-(3-methoxyphenyl)-1H-1,2,3-triazol-4-yl)methyl)-3',4'-dihydro-2'H-spiro[cyclohexane-1,1'-isoquinolin]-4'-ol COC=1C=C(C=CC1)N1N=NC(=C1)CN1C2(C3=CC=CC=C3C(C1)O)CCCCC2